BrC1=CC=CC=2N(C(NC21)=O)C2CCN(CC2)C(=O)NC2=CC(=C(C=C2)OC)OC 4-(4-bromo-2-oxo-2,3-dihydro-1H-1,3-benzodiazol-1-yl)-N-(3,4-dimethoxyphenyl)piperidine-1-carboxamide